tert-butyl 3-cyano-3-(1-fluoro-3-methylsulfonyloxy-propyl)azetidine-1-carboxylate C(#N)C1(CN(C1)C(=O)OC(C)(C)C)C(CCOS(=O)(=O)C)F